2-(4-(4-(trifluoromethoxy)phenyl)piperidin-1-yl)quinoline FC(OC1=CC=C(C=C1)C1CCN(CC1)C1=NC2=CC=CC=C2C=C1)(F)F